2,2'-Bisphenyl-1,1'-binaphthyl C1(=CC=CC=C1)C1=C(C2=CC=CC=C2C=C1)C1=C(C=CC2=CC=CC=C12)C1=CC=CC=C1